N=1N(N=C2C1C=CC=C2)C2=C(C(=CC(=C2)CCCC)CCCCCCCCCCCC)O 2-(2H-Benzotriazol-2-yl)-6-dodecyl-4-butylphenol